O1C2=C(NCC1)C=C(C=C2)C=2SC=C(N2)CC(=O)NCC(=O)OCC Ethyl (2-(2-(3,4-Dihydro-2H-Benzo[B][1,4]Oxazin-6-yl)Thiazol-4-yl)Acetyl)Glycinate